(S)-(-)-4-oxo-2-azetidinecarboxylic acid C1[C@H](NC1=O)C(=O)O